(S)-N-(3-(5-(((1-Acetylpiperidin-4-yl)amino)methyl)-3'-chloro-6-methoxy-[2,4'-bipyridin]-2'-yl)-2-chlorophenyl)-5-(((2-hydroxypropyl)amino)methyl)-4-methoxypicolinamide C(C)(=O)N1CCC(CC1)NCC=1C=CC(=NC1OC)C1=C(C(=NC=C1)C=1C(=C(C=CC1)NC(C1=NC=C(C(=C1)OC)CNC[C@H](C)O)=O)Cl)Cl